COC1=CC=C(C=C1)[C@@H]1[C@H](C[C@H]1C)C1=C(C=CC=C1)C 1-((1S,2S,3R)-2-(4-methoxyphenyl)-3-methylcyclobutyl)-2-methylbenzene